N-(4-((4-Acetamidobenzyl)amino)phenyl)decanamid C(C)(=O)NC1=CC=C(CNC2=CC=C(C=C2)NC(CCCCCCCCC)=O)C=C1